2-{3-[(4-methane-sulfonylphenyl)-amino]prop-1-yn-1-yl}-N-[1-(2-methoxyethyl)piperidin-4-yl]-1-(2,2,2-trifluoroethyl)-1H-indol-4-amine CS(=O)(=O)C1=CC=C(C=C1)NCC#CC=1N(C=2C=CC=C(C2C1)NC1CCN(CC1)CCOC)CC(F)(F)F